FC(OC1=CC=CC=2C(N([C@H]3C=4C([C@@H](C21)C3)=C3N(N4)C=CC(=C3)C=3COC(CC3)C(C)(C)O)C)=O)F (7R,14S)-1-(difluoromethoxy)-12-(6-(2-hydroxypropan-2-yl)-5,6-dihydro-2H-pyran-3-yl)-6-methyl-6,7-dihydro-7,14-methanobenzo[c]pyrido[1',2':1,5]pyrazolo[4,3-f]azocin-5(14H)-one